1-(4-Nitrophenyl)imidazole-2-carbaldehyde [N+](=O)([O-])C1=CC=C(C=C1)N1C(=NC=C1)C=O